2-(3-acetyl-5-bromo-1H-indazol-1-yl)-N-(2-((2'-chloro-2-fluoro-[1,1'-biphenyl]-3-yl)amino)-2-oxoethyl)-N-isopropylacetamide C(C)(=O)C1=NN(C2=CC=C(C=C12)Br)CC(=O)N(C(C)C)CC(=O)NC=1C(=C(C=CC1)C1=C(C=CC=C1)Cl)F